2-((2R,3R,4S,5R)-3,4-Dihydroxy-5-(hydroxymethyl)tetrahydrofuran-2-yl)-1,2,4-triazine-3,5(2H,4H)-dione O[C@H]1[C@@H](O[C@@H]([C@H]1O)CO)N1N=CC(NC1=O)=O